2-[(2-Azaniumylethyl)amino]adenosine dichloride [Cl-].[Cl-].[NH3+]CCNC=1N=C(C=2N=CN([C@H]3[C@H](O)[C@H](O)[C@@H](CO)O3)C2N1)N.[NH3+]CCNC=1N=C(C=2N=CN([C@H]3[C@H](O)[C@H](O)[C@@H](CO)O3)C2N1)N